BrC1=CN=C2N1C=C(C=C2)C(=O)N2CCCC1=CC(=CC=C21)F (3-bromoimidazo[1,2-a]pyridin-6-yl)-(6-fluoro-3,4-dihydro-2H-quinolin-1-yl)methanone